C(C)(=O)OC1(CN(C1)CC1=CC(=C(C=C1C)C1CN(C1)C(=O)OC(C)(C)C)C)C tert-butyl 3-(4-((3-acetoxy-3-methylazetidin-1-yl)methyl)-2,5-dimethylphenyl)azetidine-1-carboxylate